C(C)C=1N=C(SC1)[C@H](CC1=CC=C(C=C1)NS(=O)(=O)O)NC([C@@H](CC1=CC=CC=C1)C1=C(C=CC=C1)OC)=O 4-{(S)-2-(4-Ethylthiazol-2-yl)-2-[(S)-2-(methoxyphenyl)-3-phenylpropionylamino]ethyl}phenylaminosulfonic acid